CC1=C(C=CC=C1)N=C1SC=C(N1)C1=CC=C(C=C1)F 2-(2-Methylphenylimino)-4-(4-fluorophenyl)thiazole